CC1=CC(=CC2=C1NC(OC2=O)=O)C#N 8-methyl-2,4-dioxo-1,4-dihydro-2H-benzo[d][1,3]oxazine-6-carbonitrile